2-[(2R)-1-methylpyrrolidin-2-yl]-1H-1,3-benzodiazole-5-amine CN1[C@H](CCC1)C1=NC2=C(N1)C=CC(=C2)N